OCCNC1=CC=C(C=C1)NC1=NC2=C(C=CC=C2C=N1)C=1C=C(C=CC1)NC(C=C)=O N-(3-(2-((4-((2-hydroxyethyl)amino)phenyl)amino)quinazolin-8-yl)phenyl)acrylamide